OC1=C(C(=CC(=C1)C(F)(F)F)C)C1=CC=C(N=N1)N1[C@H]2[C@@H](CC1)CN(C2)C(C)=O |r| 1-[rac-(3aS,6aS)-1-[6-[2-hydroxy-6-methyl-4-(trifluoromethyl)phenyl]pyridazin-3-yl]-2,3,3a,4,6,6a-hexahydropyrrolo[3,4-b]pyrrol-5-yl]ethanone